ClC=1C(=NC(=NC1)NC1=C(C=C(C=C1)N1CCC(CC1)N1CCN(CC1)C)OC(F)F)NC=1SC=CC1C(=O)N 2-((5-chloro-2-((2-(difluoromethoxy)-4-(4-(4-methylpiperazin-1-yl)piperidin-1-yl)phenyl)amino)pyrimidin-4-yl)amino)thiophene-3-carboxamide